ClC=1C=C(C(=O)N[C@@](C(CCl)=O)(C)CC)C=C(C1C)Cl (S)-3,5-dichloro-N-(3-chloro-1-ethyl-1-methyl-2-oxopropyl)-4-methylbenzamide